C(CCCC)C=C(C(=O)OC)C#N 1-methyl pentyl-cyanoacrylate